N-(2,6-Difluorophenyl)-6-(3-(4-methyl-5-oxo-4,5-dihydro-1,3,4-oxadiazol-2-yl)-5-(trifluoromethyl)-1H-pyrazol-1-yl)nicotinamide FC1=C(C(=CC=C1)F)NC(C1=CN=C(C=C1)N1N=C(C=C1C(F)(F)F)C=1OC(N(N1)C)=O)=O